(Rac)-6-bromo-4-[4-fluoro-4-(5-methyl-1,3-benzooxazol-2-yl)piperidin-1-yl]-1-methyl-2-oxo-7-[(oxolan-3-yl)oxy]-1,2-dihydroquinoline-3-carbonitrile BrC=1C=C2C(=C(C(N(C2=CC1O[C@H]1COCC1)C)=O)C#N)N1CCC(CC1)(C=1OC2=C(N1)C=C(C=C2)C)F |r|